(propyl guluronate) sulfate S(=O)(=O)(O)O.C(CC)C(=O)[C@H](O)[C@H](O)[C@@H](O)[C@H](O)C(=O)O